Z-maleimide C1(C=CC(N1)=O)=O